NC=1C(=CC(=C(C1)NC1=NC=C(C(=N1)NC12CCC(CC1)(CC2)C(F)F)C#N)OC)N(C)CCN(C)C 2-(5-amino-4-((2-(dimethylamino)ethyl)(methyl)amino)-2-methoxyphenyl-amino)-4-(4-(difluoromethyl)bicyclo[2.2.2]octan-1-ylamino)pyrimidine-5-carbonitrile